C(C)(CC)C1=C(C=CC=C1C1CCCCC1)NC1=CC=C(C=C1)NC1=CC=CC=C1 N-(2-sec-butyl-3-cyclohexylphenyl)-N'-phenyl-1,4-phenylenediamine